C(C=C)(=O)N1CCN(CC1)C(C)(C)C1=CC=C(C=C1)[C@H](C)NC=1N=CC2=C(N1)N(C(C=C2)=O)C(C)C 2-{[(1S)-1-{4-[2-(4-acryloylpiperazin-1-yl)propan-2-yl]Phenyl}ethyl]Amino}-8-(prop-2-yl)pyrido[2,3-d]Pyrimidine-7(8H)-one